N-(2-(2-fluoro-5-methoxypyridin-3-yl)ethyl)-6-(6-(2-hydroxypropan-2-yl)pyridin-3-yl)pyrazine-2-carboxamide FC1=NC=C(C=C1CCNC(=O)C1=NC(=CN=C1)C=1C=NC(=CC1)C(C)(C)O)OC